ClC1=NC=C(C(=N1)NC1=C(C(=O)NC)C=CC=C1C)Cl 2-((2,5-dichloropyrimidin-4-yl)amino)-N,3-dimethylbenzamide